N-(4-cyanobenzyl)-1-methyl-2-oxo-8-((1-sulfamoylcyclopropyl)methoxy)-1,2-dihydro-1,5-naphthyridine-3-carboxamide C(#N)C1=CC=C(CNC(=O)C=2C(N(C3=C(C=CN=C3C2)OCC2(CC2)S(N)(=O)=O)C)=O)C=C1